C1(=CC=CC=C1)C1CCC=2C1=NN(C2)C=2C=C(C=CC2)C#CC2=CN=C1N2C=CC=C1 3-((3-(6-phenyl-5,6-dihydrocyclopenta[c]pyrazol-2(4H)-yl)phenyl)ethynyl)imidazo[1,2-a]pyridine